(R)-1-benzyl-N-(6,7-dihydroimidazo[1,2-d]pyrido[3,2-b][1,4]oxazepin-7-yl)-4-fluoro-1H-pyrazole-3-carboxamide C(C1=CC=CC=C1)N1N=C(C(=C1)F)C(=O)N[C@@H]1C=2N(C3=C(OC1)C=CC=N3)C=CN2